4-(trifluoromethyl)phenyl-phosphine oxide FC(C1=CC=C(C=C1)[PH2]=O)(F)F